(((Rel-(3R,5S)-1-((2-(dimethylamino)ethoxy)carbonyl)piperidine-3,5-diyl)bis(oxy))bis(2-oxoethane-2,1-diyl))bis(propane-2,1,3-triyl) tetranonanoate C(CCCCCCCC)(=O)OCC(COC(CCCCCCCC)=O)CC(=O)O[C@H]1CN(C[C@H](C1)OC(CC(COC(CCCCCCCC)=O)COC(CCCCCCCC)=O)=O)C(=O)OCCN(C)C |o1:29,33|